5-fluoro-4-(3-isopropyl-2-methyl-2H-thieno[3,2-c]pyrazol-5-yl)-N-(5-(1-methylpiperidin-4-yl)pyridin-2-yl)pyrimidin-2-amine FC=1C(=NC(=NC1)NC1=NC=C(C=C1)C1CCN(CC1)C)C1=CC2=NN(C(=C2S1)C(C)C)C